C(C)C1=C(C=C(C(=C1)O)F)C1=CC=C2C(=NNC2=C1)C1=NC2=C(CN(CC2)C(CN2C[C@@H](OCC2)C)=O)N1 (S)-1-(2-(6-(2-ethyl-5-fluoro-4-hydroxyphenyl)-1H-indazol-3-yl)-3,4,6,7-tetrahydro-5H-imidazo[4,5-c]pyridin-5-yl)-2-(2-methylmorpholino)ethan-1-one